FC(OC1=C(C=C(C=C1)OC=1C=NN(C1)CCO)C1=NN(C=C1NC(=O)C=1C=NN2C1N=CC=C2)C)F N-[3-[2-(difluoromethoxy)-5-[1-(2-hydroxyethyl)pyrazol-4-yl]oxy-phenyl]-1-methyl-pyrazol-4-yl]pyrazolo[1,5-a]pyrimidine-3-carboxamide